4-(7-(diphenyl-phosphino)benzo[c][1,2,5]thiadiazol-4-yl)-N,N-diphenyl-aniline C1(=CC=CC=C1)P(C1=CC=C(C=2C1=NSN2)C2=CC=C(N(C1=CC=CC=C1)C1=CC=CC=C1)C=C2)C2=CC=CC=C2